C(=O)O.FC(OC1=C(C=CC(=C1)C(F)(F)F)C1=C2C(=C(N=N1)N[C@H]1CN(CCC1)C)N=CC=C2)F 5-[2-(difluoromethoxy)-4-(trifluoromethyl)phenyl]-N-[(3R)-1-methylpiperidin-3-yl]pyrido[2,3-d]pyridazin-8-amine formate